NC(C(=O)O)(CCCCB(O)O)[C@H]1CN(CC1)CC1=CC=C(C=C1)F 2-amino-6-borono-2-((R)-1-(4-fluorobenzyl)pyrrolidin-3-yl)hexanoic acid